C(C)(C)C1=C(NC2=CC=C(C=C12)C1CCN(CC1)CCCN(C)C)C1=C2C(=NC=C1)NN=C2 3-(4-(3-isopropyl-2-(1H-pyrazolo[3,4-b]pyridin-4-yl)-1H-indol-5-yl)piperidin-1-yl)-N,N-dimethylpropan-1-amine